3-(1-benzoyl-3-(3,4-dichlorophenyl)piperidin-3-yl)propyl benzenesulfonate C1(=CC=CC=C1)S(=O)(=O)OCCCC1(CN(CCC1)C(C1=CC=CC=C1)=O)C1=CC(=C(C=C1)Cl)Cl